C(CCCCCCCC=CCC=CCCCCCCCCCCCC)(=O)O pentacosa-9,12-dienoic acid